1-((2R,3S,4R,5R)-5-(((tert-butyldimethylsilyl)oxy)methyl)-3-fluoro-4-((4-methoxyphenyl)diphenylmethoxy)tetrahydrofuran-2-yl)-5-fluoropyrimidine-2,4(1H,3H)-dione [Si](C)(C)(C(C)(C)C)OC[C@@H]1[C@H]([C@@H]([C@@H](O1)N1C(NC(C(=C1)F)=O)=O)F)OC(C1=CC=CC=C1)(C1=CC=CC=C1)C1=CC=C(C=C1)OC